BrC(C(=O)NC1=NC=C(N=C1)OC1=C(C=C(C(=C1)F)F)F)C 2-bromo-N-(5-(2,4,5-trifluorophenoxy)pyrazin-2-yl)propanamide